ClC=1C=CC(=C2C=CC(=NC12)NC1=CC=C(C=C1)OC(F)(F)F)OCCCN1CCCCC1 8-Chloro-5-(3-(piperidin-1-yl)propoxy)-N-(4-(trifluoromethoxy)phenyl)chinolin-2-amin